C[NH2+]CC=O N-methyl-2-oxoethanaminium